3-((6-acetylquinolin-4-yl)amino)-N-(3-(pyridin-4-ylamino)phenyl)benzamide C(C)(=O)C=1C=C2C(=CC=NC2=CC1)NC=1C=C(C(=O)NC2=CC(=CC=C2)NC2=CC=NC=C2)C=CC1